C(C)(C)(C)OC(N[C@H]1CSC2=C(N(C1=O)CC1=CC=C(C=C1)OC(C)C)C=C(C(=C2)F)Br)=O N-[(3R)-7-bromo-8-fluoro-5-[(4-isopropoxyphenyl)methyl]-4-oxo-2,3-dihydro-1,5-benzothiazepine-3-Yl]carbamic acid tert-butyl ester